(S)-2-amino-3-(methylamino)propionic acid N[C@H](C(=O)O)CNC